CS(=O)(=O)C1=C2C=CN(C2=C(C=C1)[N+](=O)[O-])S(=O)(=O)C1=CC=CC=C1 4-(methylsulfonyl)-7-nitro-1-(phenylsulfonyl)-1H-indole